2-[3-(methoxyamino)azetidin-1-yl]-4-methyl-5-oxo-8-(1,3-thiazol-2-yl)-5h,8h-pyrido[2,3-d]pyrimidine-6-carboxylic acid CONC1CN(C1)C=1N=C(C2=C(N1)N(C=C(C2=O)C(=O)O)C=2SC=CN2)C